1-(3,3-diphenyl-3-cyanopropyl)-4-phenyl-4-piperidinecarboxylic acid ethyl ester C(C)OC(=O)C1(CCN(CC1)CCC(C#N)(C1=CC=CC=C1)C1=CC=CC=C1)C1=CC=CC=C1